OCC(CO)(C)NC(=O)C1=C(C=C2C=CC(=CN12)OCC1=NC=CC=C1)C N-(1,3-dihydroxy-2-methylpropan-2-yl)-2-methyl-6-[(pyridin-2-yl)methoxy]-indolizine-3-carboxamide